BrC1=CC=C(C=C1)C1=CC=C(C=C1)C1=NC=C(C=C1)C(F)(F)F (4-(4-bromophenyl)phenyl)-5-trifluoromethylpyridine